N1=C2C(=CC=C1)OC1=C(O2)C=CC=C1 BENZO[5,6][1,4]DIOXINO[2,3-B]PYRIDINE